N-[rac-(3S)-5-methyl-4-oxo-2,3-dihydro-1,5-benzoxazepin-3-yl]-5-tetrahydropyran-4-yl-5,6,7,8-tetrahydro-[1,2,4]triazolo[1,5-a]pyridine-2-carboxamide CN1C([C@H](COC2=C1C=CC=C2)NC(=O)C2=NN1C(CCCC1C1CCOCC1)=N2)=O |r|